[Ca+2].[Ca+2].[Ca+2].[Ca+2].P(=O)([O-])([O-])[O-].[Ca+2] calcium phosphate tetra-calcium